2-((4-((S)-2-(4-chloro-2-fluorophenyl)-2-methylbenzo[d][1,3]dioxol-4-yl)piperidin-1-yl)methyl)-3-(tetrahydro-2H-pyran-3-yl)-5-(5-(trifluoromethyl)-4H-1,2,4-triazol-3-yl)pyridine ClC1=CC(=C(C=C1)[C@@]1(OC2=C(O1)C=CC=C2C2CCN(CC2)CC2=NC=C(C=C2C2COCCC2)C2=NN=C(N2)C(F)(F)F)C)F